3-(4-(1H-pyrazol-4-yl)phenyl)-1-(3-methoxybenzyl)-2-oxo-1,3,8-triazaspiro[4.5]decane-8-carboxylic acid 2-methoxyethyl ester COCCOC(=O)N1CCC2(CN(C(N2CC2=CC(=CC=C2)OC)=O)C2=CC=C(C=C2)C=2C=NNC2)CC1